Cl.Cl.N[C@H]1CN(CC1)C1=NC(=NC2=C1OC[C@H](N2)CC)N (R)-4-((R)-3-Aminopyrrolidin-1-yl)-7-ethyl-7,8-dihydro-6H-pyrimido[5,4-b][1,4]oxazin-2-amine dihydrochloride salt